C(C=C)OC1=C(C(=CC(=C1)OC)Cl)[N+](=O)[O-] 1-(allyloxy)-3-chloro-5-methoxy-2-nitrobenzene